6-(((tert-butoxycarbonyl)amino)oxy)hexanoic acid C(C)(C)(C)OC(=O)NOCCCCCC(=O)O